CS(=O)(=O)C1=CC=C(C=C1)C1=CC2=NC=CC(=C2O1)C1=CC(=NC=C1)N1[C@@H](CCC1)C(C)(C)O (S)-2-(1-(4-(2-(4-(methylsulfonyl)phenyl)furo[3,2-b]pyridin-7-yl)pyridin-2-yl)pyrrolidin-2-yl)propan-2-ol